F[C@@H]1[C@@H]([C@H]2CN([C@@H]1C2)C)N(C2=NN=C(S2)C2=C(C=C(C=C2)C2=NC(N(C=N2)C)=O)O)C 4-(4-(5-(((1R,4R,5R,6S)-6-fluoro-2-methyl-2-azabicyclo[2.2.1]heptan-5-yl)(methyl)amino)-1,3,4-thiadiazol-2-yl)-3-hydroxyphenyl)-1-methyl-1,3,5-triazin-2(1H)-one